1-(2,6-dichloropyridin-4-yl)-N-methylmethanamine ClC1=NC(=CC(=C1)CNC)Cl